N,N-Dimethyl-para-toluidine CC1=CC=C(C=C1)N(C)C